[O-]S(=O)(=O)C(F)(F)F.C(CCCCCCCC)[NH+]1CC(CC1)CCC 1-Nonyl-3-propylpyrrolidinium triflat